C1=NN=C2N1C1=CC(=CC=C1C(=N2)N)N [1,2,4]triazolo[4,3-a]quinazolin-5,8-diamine